Tributyl(6,8-dihydro-5H-imidazo[2,1-c][1,4]oxazin-2-yl)stannane C(CCC)[Sn](C=1N=C2COCCN2C1)(CCCC)CCCC